FC(C1=NN=C(S1)N1N=C2C=C(C=C(C2=C1)N1CCN(CC1)C(C(C)C)=O)S(=O)(=O)CC1(CC1)C)F 1-(4-(2-(5-(difluoromethyl)-1,3,4-thiadiazol-2-yl)-6-(((1-methylcyclopropyl)methyl)sulfonyl)-2H-indazol-4-yl)piperazin-1-yl)-2-methylpropan-1-one